N-(1-{4-[(3S)-2,3-dihydro[1,4]dioxino[2,3-b]pyridin-3-yl]benzyl}piperidin-4-yl)-1-hydroxycyclopropanecarboxamide O1C[C@@H](OC2=NC=CC=C21)C2=CC=C(CN1CCC(CC1)NC(=O)C1(CC1)O)C=C2